S(=O)(=O)(O)O.BrC1=CC2=C(N=C(C=3N2C=NN3)N3CC(C3)NC)N=C1 1-(8-bromopyrido[2,3-e][1,2,4]triazolo[4,3-a]pyrazin-4-yl)-N-methylazetidin-3-amine hydrogen sulfate salt